C(C=C)(=O)OCCSC(C)(C)SCCOCC 2-((2-((2-(ethyloxy)ethyl)thio)propan-2-yl)thio)ethyl acrylate